1-(4-((5-methoxy-2,3-dihydro-[1,4]dioxino[2,3-f]quinazolin-10-yl)oxy)phenyl)-3-(2-methoxypyridin-4-yl)urea COC1=C2C(=C3C(=NC=NC3=C1)OC1=CC=C(C=C1)NC(=O)NC1=CC(=NC=C1)OC)OCCO2